(6-(((R)-2,5,7,8-tetramethyl-2-((4R,8R)-4,8,12-trimethyltridecyl)chroman-6-yl)oxy)hexyl)carbamic acid tert-butyl ester C(C)(C)(C)OC(NCCCCCCOC=1C(=C2CC[C@](OC2=C(C1C)C)(CCC[C@@H](CCC[C@@H](CCCC(C)C)C)C)C)C)=O